FC(CN1N=CC(=C1)C#CC1=NC=CC(=C1)F)F (1-(2,2-difluoroethyl-1H-pyrazol-4-yl)ethynyl)4-fluoropyridine